C(C)OC(=O)C1=NC(=NC(=C1N)Br)C1=CC=CC=C1 5-amino-6-bromo-2-phenyl-pyrimidine-4-carboxylic acid ethyl ester